2,4,6-Tris(4-formylphenyl)triazine C(=O)C1=CC=C(C=C1)N1NC(=CC(=N1)C1=CC=C(C=C1)C=O)C1=CC=C(C=C1)C=O